4-(1,2,4-triazol-1-yl)phenol N1(N=CN=C1)C1=CC=C(C=C1)O